BrC=1C=CC=C2CC(C(OC12)=O)F 8-bromo-3-fluorochromanone